OC=1C=CC(=NC1)Br 5-Hydroxy-2-bromopyridine